2-(7-dicyanomethylene-1,3,4,5,6,8,9,10-octafluoro-7H-pyrene-2-ylidene)-malononitrile C(#N)C(=C1C(=C2C(=C(C3=C(C(C(=C4C(=C(C(=C1F)C2=C43)F)F)F)=C(C#N)C#N)F)F)F)F)C#N